(3R,3'R)-1'-benzyl-3'-(benzyloxy)-2H-spiro[isoquinoline-3,4'-piperidin]-1(4H)-one C(C1=CC=CC=C1)N1C[C@H]([C@@]2(CC1)NC(C1=CC=CC=C1C2)=O)OCC2=CC=CC=C2